1-(6-Chloro-7-(8-ethynyl-7-fluoro-3-hydroxynaphthalen-1-yl)-8-fluoro-2-((1-(piperidin-4-ylmethyl)cyclopropyl)methoxy)quinazolin-4-yl)azepane-4-carbonitrile ClC=1C=C2C(=NC(=NC2=C(C1C1=CC(=CC2=CC=C(C(=C12)C#C)F)O)F)OCC1(CC1)CC1CCNCC1)N1CCC(CCC1)C#N